methyl 1-methyl-3-(trifluoromethyl)pyrrolo[2,3-b]pyridine-5-carboxylate CN1C=C(C=2C1=NC=C(C2)C(=O)OC)C(F)(F)F